5-benzyl-N-(3-chloro-2-fluoro-5-(1-methyl-1H-pyrazol-4-yl)phenyl)-1H-1,2,4-triazole-3-carboxamide C(C1=CC=CC=C1)C1=NC(=NN1)C(=O)NC1=C(C(=CC(=C1)C=1C=NN(C1)C)Cl)F